5-Hydroxy-4-methyl-1H-indole OC=1C(=C2C=CNC2=CC1)C